C(C)N1C(NC2=CC(=CC=C2C1=O)CN1CCN(CC1)C=1C(=CC(=NC1)C(=O)NC)F)=O 5-(4-((3-ethyl-2,4-dioxo-1,2,3,4-tetrahydroquinazolin-7-yl)methyl)piperazin-1-yl)-4-fluoro-N-methylpicolinamide